O1CCC(=CC1)C=1C=CC(=C(C1)NC1=NC=NC2=CC(=C(C=C12)OC1CCN(CC1)C(C=C)=O)OC)OC 1-(4-((4-((5-(3,6-dihydro-2H-pyran-4-yl)-2-methoxyphenyl)amino)-7-methoxy-quinazolin-6-yl)oxy)piperidin-1-yl)prop-2-en-1-one